4-(4-(4-chlorobenzoyl)-3-oxo-3,4-dihydro-2H-pyrido[4,3-b][1,4]thiazin-8-yl)benzonitrile ClC1=CC=C(C(=O)N2C3=C(SCC2=O)C(=CN=C3)C3=CC=C(C#N)C=C3)C=C1